N1CCC(CC1)N1C=CC2=C(C=CC=C12)N1C(NC(CC1)=O)=O 1-(1-(piperidin-4-yl)-1H-indol-4-yl)dihydropyrimidine-2,4(1H,3H)-dione